COC=1C=C(C=CC1N1N=C(C=C1OC)C(F)(F)F)CC1=NC=C(C(=N1)N)[N+](=O)[O-] {3-methoxy-4-[5-methoxy-3-(trifluoromethyl)pyrazol-1-yl]phenyl-methyl}-5-nitropyrimidin-4-amine